C(C1=CC=CC=C1)[C@](C(=O)O)(CC(C)C)C (2R)-2-benzyl-2,4-dimethyl-pentanoic acid